CN(C)CCC[Si](OC)(OC)C N,N-dimethyl-aminopropyl-methyl-dimethoxysilane